BrC=1C=C2CC(NC2=C(C1)C)=O 5-bromo-7-methyl-2,3-dihydro-1H-indol-2-one